C(#N)C=1C=C(C=NC1N1C[C@H]([C@H](C1)O)O)C=1C(=CC(=C(C(=O)NC2CC2)C1)F)C 5-(5-cyano-6-((3R,4S)-3,4-dihydroxypyrrolidin-1-yl)pyridin-3-yl)-N-cyclopropyl-2-fluoro-4-methylbenzamide